8-[4-[(3S)-1-(3-fluoropropyl)pyrrolidin-3-yl]Oxy-phenyl]-7-(3-fluoro-4-pyridinyl)-5,6-dihydronaphthalen-2-ol FCCCN1C[C@H](CC1)OC1=CC=C(C=C1)C1=C(CCC=2C=CC(=CC12)O)C1=C(C=NC=C1)F